C(C1CO1)OC(CC[Si](OC)(OC)OC)C γ-glycidoxybutyl-Trimethoxysilane